(4-(4-chloro-3-cyano-5-iodopyridin-2-yl)benzyl)-5-fluoro-2-methoxybenzamide ClC1=C(C(=NC=C1I)C1=CC=C(CC=2C(=C(C(=O)N)C=C(C2)F)OC)C=C1)C#N